N-benzylidenemethyl-phenylmethylamine C(C1=CC=CC=C1)=CNCC1=CC=CC=C1